benzo[d][1,3]dioxol-5-yl (4-hydroxybutyl) carbonate C(OC1=CC2=C(OCO2)C=C1)(OCCCCO)=O